4-(3-(2-methoxy-5-((5-(trifluoromethyl)pyridin-3-yl)carbamoyl)phenyl)pyrrolidin-1-yl)-N-methylpicolinamide COC1=C(C=C(C=C1)C(NC=1C=NC=C(C1)C(F)(F)F)=O)C1CN(CC1)C1=CC(=NC=C1)C(=O)NC